COC1=CC=C(C=C1)C1=NC(=CC(=C1)NC1CCNCC1)C1=CC=C(C=C1)N1CCN(CC1)C 2-(4-methoxyphenyl)-6-(4-(4-methylpiperazin-1-yl)phenyl)-N-(piperidin-4-yl)pyridin-4-amine